ethyl 3-amino-5-(3-bromopyridin-4-yl)-1-(4-methoxybenzyl)-1H-pyrazole-4-carboxylate NC1=NN(C(=C1C(=O)OCC)C1=C(C=NC=C1)Br)CC1=CC=C(C=C1)OC